FC(C1=NN=C(O1)C1CN(CC12CN(C2)C(=O)OC(C)(C)C)C(=O)[O-])(C2=CC=C(C=C2)C2CCOCC2)F 2-(tert-butyl) 8-(5-(difluoro(4-(tetrahydro-2H-pyran-4-yl)phenyl)methyl)-1,3,4-oxadiazol-2-yl)-2,6-diazaspiro[3.4]octane-2,6-dicarboxylate